11,11-dimethoxy-undecanoate COC(CCCCCCCCCC(=O)[O-])OC